5-Nitro-N-(1-phenyl-6-(6-(piperidin-1-yl)pyridin-3-yl)-1H-pyrazolo[3,4-d]pyrimidin-4-yl)thiophene-2-carboxamide [N+](=O)([O-])C1=CC=C(S1)C(=O)NC1=C2C(=NC(=N1)C=1C=NC(=CC1)N1CCCCC1)N(N=C2)C2=CC=CC=C2